CN(C(=O)[C@@H]1CN(CC[C@H]1NC(=O)C1=NOC(=C1)C1=C(C=C(C=C1)F)F)C1C2CCC(C1)C2)C (3R,4R)-1-bicyclo[2.2.1]hept-2-yl-4-{[5-(2,4-difluoro-phenyl)-isoxazole-3-carbonyl]-amino}-piperidine-3-carboxylic acid dimethylamide